5-chloro-2-(difluoromethyl)-N-((1r,4r)-4-((3-(3-fluoropyridin-4-yl)-3-hydroxy-7-methoxy-2-oxoindolin-1-yl)methyl)cyclohexyl)nicotinamide ClC=1C=NC(=C(C(=O)NC2CCC(CC2)CN2C(C(C3=CC=CC(=C23)OC)(O)C2=C(C=NC=C2)F)=O)C1)C(F)F